CC(C)C1=CC(=C2C(=C1OC)CC[C@@H]3[C@@]2(CCC4=C3COC4=O)C)O The molecule is a tetracyclic diterpenoid with formula C21H26O4, originally isolated from Tripterygium wilfordii and Tripterygium hypoglaucum It has a role as a plant metabolite. It is a gamma-lactone, an aromatic ether, a member of phenols, an organic heterotetracyclic compound and a tetracyclic triterpenoid.